N'-(3-bromo-4-fluorophenyl)-N-hydroxy-4-[2-(sulfamoylamino)ethylamino]-1,2,5-oxadiazole-3-carboxamidine BrC=1C=C(C=CC1F)N=C(NO)C1=NON=C1NCCNS(N)(=O)=O